C1(=CC=CC=C1)S(=O)(=O)OC=1C(=C(C#N)C=CC1Cl)Cl (benzenesulfonyloxy)-2,4-dichlorobenzonitrile